C(C)(C)OC=1C=CC=C2C=CC=NC12 8-isopropoxyquinoline